O1C(CCCC1)N1N=NC2=C1C=CC(=C2)C#C[Si](C)(C)C 1-(Tetrahydro-2H-pyran-2-yl)-5-((trimethylsilyl)ethynyl)-1H-benzo[d][1,2,3]triazole